C(C)OC(C(C(=O)OCC)(OC[C@H]1O[C@H]([C@@H]([C@]1(C#C)OC(C)=O)OC(C)=O)N1C2=NC(=NC(=C2N=C1)Cl)Cl)CC1=CC=CC=C1)=O 2-benzyl-2-(((2r,3r,4r,5r)-3,4-diacetoxy-5-(2,6-dichloro-9H-purin-9-yl)-3-ethynyltetrahydrofuran-2-yl)methoxy)malonic acid diethyl ester